BrC=1C=C2C(=C(C(=NC2=C(C1)F)N1[C@H](C[C@H](CC1)N[C@@H]1COCC1)C)C1=NC(=NO1)C)C (2S,4S)-1-(6-bromo-8-fluoro-4-methyl-3-(3-methyl-1,2,4-oxadiazol-5-yl)quinolin-2-yl)-2-methyl-N-((S)-tetrahydrofuran-3-yl)piperidin-4-amine